(p-[123I]iodophenyl)methyl 6-oxo-1H-pyridine-2-carboxylate O=C1C=CC=C(N1)C(=O)OCC1=CC=C(C=C1)[123I]